ClC1=C(C=C(C=C1)C1=CSC2=C1C(N(C=C2)CC(=O)N2CC(C2)(F)F)=O)C(F)(F)F 3-(4-chloro-3-(trifluoromethyl)phenyl)-5-(2-(3,3-difluoroazetidin-1-yl)-2-oxoethyl)thieno[3,2-c]pyridin-4(5H)-one